C(C)(C)(C)C1CCN(CC1)C(=O)NC1=CC(=C(C(=C1)C=1N=NN(N1)C(C1=CC=CC=C1)(C1=CC=CC=C1)C1=CC=CC=C1)C=1C=NC(=CC1)OCC)F 4-(tert-butyl)-N-(4-(6-ethoxypyrid-3-yl)-3-fluoro-5-(2-trityl-2H-tetrazol-5-yl)phenyl)piperidine-1-carboxamide